(3a,6,6,9a-tetramethyldodecahydronaphtho[2,1-b]furan) 1-methyl-2-aminobenzoate CC1(C(=O)O)C(C=CC=C1)N.CC12OCCC1C1(CCCC(C1CC2)(C)C)C